2-azido-1,3-dimethylimidazolium hexafluorophosphate F[P-](F)(F)(F)(F)F.N(=[N+]=[N-])C=1N(C=C[N+]1C)C